N-carboxy-alpha-phenylalanine C(=O)(O)N[C@@](C)(C(=O)O)C1=CC=CC=C1